Cl.N[C@H](C#N)[C@H]1CCC(CCC1)(F)F (S)-2-amino-2-((R)-4,4-difluorocycloheptyl)acetonitrile hydrochloride